(S)-1-(7-chloro-8,9-dihydroxy-1-methyl-1,3-dihydro-2H-pyrrolo[3,4-c]quinolin-2-yl)-2-methoxyethan-1-one ClC=1C(=C(C=2C3=C(C=NC2C1)CN([C@H]3C)C(COC)=O)O)O